1,2-dibenzoyl-1-t-butylhydrazine C(C1=CC=CC=C1)(=O)N(NC(C1=CC=CC=C1)=O)C(C)(C)C